5-methoxy-3-methyl-pyrazolidine COC1CC(NN1)C